FC1=CC2=C(N(C(=N2)C)COCC[Si](C)(C)C)C(=C1OC1=CC=C2N=CC(=NC2=C1)C=1C=NN(C1)C1OCCCC1)F 7-((5,7-difluoro-2-methyl-1-((2-(trimethylsilyl)ethoxy)methyl)-1H-benzo[d]imidazol-6-yl)oxy)-2-(1-(tetrahydro-2H-pyran-2-yl)-1H-pyrazol-4-yl)quinoxaline